phenyl-(dimethylsilyloxy)[(trimethylsiloxy)dimethylsiloxy]silane C1(=CC=CC=C1)[SiH](O[Si](C)(C)O[Si](C)(C)C)O[SiH](C)C